1,3,2-Dioxaphosphorin-2-methylamine O1P(OCC=C1)CN